C(CCCCC(=O)OCC(COC(CCCCC(=O)OCCCCCCCC\C=C\C\C=C\CCCCC)=O)OC(CCCN(C)C)=O)(=O)OCC(CCCCCC)CCCC 2-butyloctyl (2-((4-(dimethylamino) butyryl) oxy)-3-((6-(((9e,12e)-octadeca-9,12-dien-1-yl) oxy)-6-oxohexanoyl) oxy) propyl) adipate